5-(2-((tert-butoxycarbonyl)amino)-[1,2,4]triazolo[1,5-a]pyridin-7-yl)-4-fluoro-2-methylbenzoic acid C(C)(C)(C)OC(=O)NC1=NN2C(C=C(C=C2)C=2C(=CC(=C(C(=O)O)C2)C)F)=N1